ClC1=CC=C(C=C1)N1CCNCC1 4-(4-chlorophenyl)piperazin